C(C)(C)(C)[C@H]1N(C(C=C(C1)C1=C2C(=NC=C1)NCC2)C)C(=O)O.O(C)C2=C(OC1=CC(=CC(=C1C2=O)OC)OC)C2=CC=CC=C2 3,5,7-trimethoxyl-flavone tert-butyl-(S)-4-(2,3-dihydro-1H-pyrrolo[2,3-b]pyridin-4-yl)-6-methyl-3,6-dihydropyridine-1(2H)-carboxylate